5-(4-(5-fluoro-1-methyl-1H-pyrrolo[2,3-b]pyridin-3-yl)piperidin-1-yl)-2-morpholinobenzo[d]oxazole FC=1C=C2C(=NC1)N(C=C2C2CCN(CC2)C=2C=CC1=C(N=C(O1)N1CCOCC1)C2)C